4-(4-Fluoro-6-(6-fluoro-1H-indol-2-yl)pyridin-3-yl)morpholine FC1=C(C=NC(=C1)C=1NC2=CC(=CC=C2C1)F)N1CCOCC1